5-(tetrahydro-2H-pyran-4-yl)pyridin-2-amine O1CCC(CC1)C=1C=CC(=NC1)N